6-(4-amino-5-(difluoromethyl)pyrimidin-2-yl)-7-fluoro-2-((2R,4S)-2-fluoro-4-((6-oxo-5-(trifluoromethyl)-1,6-dihydropyridazin-4-yl)oxy)pentyl)isoquinolin-1(2H)-one NC1=NC(=NC=C1C(F)F)C=1C=C2C=CN(C(C2=CC1F)=O)C[C@@H](C[C@H](C)OC=1C=NNC(C1C(F)(F)F)=O)F